CN1C(C(=C(C2=CC(=CC=C12)C1(CC1)C(F)(F)F)N1CCC(CC1)C=1OC2=C(N1)C=C(C=C2)C)C(=O)N)=O 1-methyl-4-[4-(5-methyl-1,3-benzoxazol-2-yl)piperidin-1-yl]-2-oxo-6-[1-(trifluoromethyl)cyclopropyl]-1,2-dihydroquinoline-3-carboxamide